ClC1=CC=C(C=N1)C=1C=NC=2CCN(CC2C1)C1=C(C(=C(N=N1)C#N)C)C 6-[3-(6-chloro-3-pyridyl)-7,8-dihydro-5H-1,6-naphthyridin-6-yl]-4,5-dimethyl-pyridazine-3-carbonitrile